8-(Bicyclo[4.2.0]octa-1,3,5-trien-3-yl)-9-(4-((1-(3-fluoropropyl)azetidin-3-ylidene)methyl)phenyl)-6,7-dihydro-5H-benzo[7]annulene-3-carboxylic acid C12=CC(=CC=C2CC1)C=1CCCC2=C(C1C1=CC=C(C=C1)C=C1CN(C1)CCCF)C=CC(=C2)C(=O)O